CC=1C=C(C=CC1)C1=C(C(=CC=C1)N)N (3-methylphenyl)benzene-1,2-diamine